2-[(4-{3-[(2,4-dichlorophenoxy)methyl]phenoxy}piperidin-1-yl)methyl]-1-[(1,2-oxazol-5-yl)methyl]-1H-1,3-benzodiazole-6-carboxylic acid ClC1=C(OCC=2C=C(OC3CCN(CC3)CC3=NC4=C(N3CC3=CC=NO3)C=C(C=C4)C(=O)O)C=CC2)C=CC(=C1)Cl